C(CCCCCCCCCC)C1CCCCCCCCCCC1 n-undecyl-cyclododecane